1,5-dihydro-2H-pyrrol-2-one N1C(C=CC1)=O